4-(isopropylamino)benzoic acid C(C)(C)NC1=CC=C(C(=O)O)C=C1